CC1(N(CC(C1)C)C1=NC=CC=C1C(=O)NS(=O)(=O)C1=CC=CC(=N1)NC1CCNCC1)C 4-[[6-[[2-(2,2,4-Trimethylpyrrolidin-1-yl)pyridin-3-carbonyl]sulfamoyl]-2-pyridyl]amino]piperidin